3-amino-3'-fluoro-2H-[1,2'-bipyridine]-2-one NC=1C(N(C=CC1)C1=NC=CC=C1F)=O